CS(=O)(=O)[O-].C(CCCCCC)[NH+]1C=C(C=C1)CC 1-Heptyl-3-ethylpyrrolium methansulfonat